6-[(4-chloro-1H-indol-6-yl)amino]-4-[(2-methyl-1,3-benzothiazol-6-yl)amino]pyridine-2-carbonitrile ClC1=C2C=CNC2=CC(=C1)NC1=CC(=CC(=N1)C#N)NC1=CC2=C(N=C(S2)C)C=C1